(2S)-4-(4,4-dimethyl-5-phenyl-4,5-dihydro-1,3-oxazol-2-yl)-1-[N-(1-methylethyl)-6-piperidin-1-yl-D-norleucyl]-N-(thieno[3,2-c]pyridin-2-ylmethyl)piperazine-2-carboxamide CC1(N=C(OC1C1=CC=CC=C1)N1C[C@H](N(CC1)C([C@H](NC(C)C)CCCCN1CCCCC1)=O)C(=O)NCC1=CC=2C=NC=CC2S1)C